ClC1=CN=C2C(=NC(=NN21)C2=C(C=CC=C2F)Cl)NC2CCC(CC2)N2CCOCC2 7-chloro-2-(2-chloro-6-fluorophenyl)-N-((1r,4r)-4-morpholinocyclohexyl)imidazo[2,1-f][1,2,4]triazin-4-amine